OC1=C(C=C(C=C1C(C)(C)C)C)N1N=C2C(=N1)C=CC(=C2)Cl 2-(2'-hydroxy-3'-t-butyl-5'-methyl-phenyl)-5-chlorobenzotriazol